Dimethoxymethyl-silane COC(OC)[SiH3]